Cl.P(OC1=NC=2N(CCC(C2C=C1)N)CC(C)C)(O)=O (5-amino-8-isobutyl-5,6,7,8-tetrahydro-1,8-naphthyridin-2-yl) phosphonate hydrochloride